2-amino-1-(3-trifluoromethylphenyl)ethanone hydrochloride Cl.NCC(=O)C1=CC(=CC=C1)C(F)(F)F